C(C1=CC=CC=C1)OC(NCCCNC(CCCCO)=O)=O N-[3-[(5-hydroxy-1-oxo-amyl)amino]propyl]-carbamic acid benzyl ester